(3R*,4S*)-4-[4-(difluoromethoxy)phenyl]-2-oxopyrrolidine-3-carboxylic acid methyl ester COC(=O)[C@H]1C(NC[C@@H]1C1=CC=C(C=C1)OC(F)F)=O |o1:4,8|